ClC/C(/N)=N/OC(C1=CC(=C(C=C1)F)C1CC1)=O (Z)-2-chloro-N'-((3-cyclopropyl-4-fluorobenzoyl)oxy)acetimidamide